3-bromo-4-iodo-benzonitrile BrC=1C=C(C#N)C=CC1I